C1(CCCC1)OCCNCC1=CC2=C(C(N(C=C2C(F)(F)F)C2=CC(=CC=C2)C2(CCC2)C2=NN=CN2C)=O)N1 2-[[2-(cyclopentyloxy)ethylamino]methyl]-6-[3-[1-(4-methyl-1,2,4-triazol-3-yl)cyclobutyl]phenyl]-4-(trifluoromethyl)-1H-pyrrolo[2,3-c]pyridin-7-one